Cl.NC12CC(C1)(C2)O 3-aminobicyclo[1.1.1]pentan-1-ol hydrochloride